3,3-bis(4-methoxyphenyl)-11-(4,5-diphenyl-1H-imidazol-2-yl)phenyl-13,13-dimethyl-3H,13H-indeno[2',3':3,4]naphtho[1,2-b]pyran COC1=CC=C(C=C1)C1(CC(=CC=C1)C=1C2=C(OCC1)C=1C=CC=CC1C1=C2C(C2=CC(=CC=C21)C=2NC(=C(N2)C2=CC=CC=C2)C2=CC=CC=C2)(C)C)C2=CC=C(C=C2)OC